ClC=1C=C2C(N(C(=NC2=C(C1)C(C)NC1=C(C(=O)O)C=C(C=C1)F)N1CCN(CC1)CC(F)(F)F)C)=O 2-((1-(6-chloro-3-methyl-4-oxo-2-(4-(2,2,2-trifluoroethyl)piperazin-1-yl)-3,4-dihydroquinazolin-8-yl)ethyl)amino)-5-fluorobenzoic acid